methylisoquinolin-1-one CC=1NC(C2=CC=CC=C2C1)=O